3-methylimidazole chlorine salt [Cl].CN1C=NC=C1